C(C)(C)(C)OC([C@@H](CC1=CC2=C(S1)C=CC(=C2)C=O)[C@@H]2CN(CC2)C(=O)OC(C)(C)C)=O (R)-tert-butyl 3-((S)-1-(tert-butoxy)-3-(5-formylbenzo[b]thiophene-2-yl)-1-oxopropane-2-yl)pyrrolidine-1-carboxylate